2,3-dimethyl-6-[(2R)-2-(1-methylpyrazol-4-yl)morpholin-4-yl]-8-spiro[2.5]octan-6-yl-pyrido[3,4-d]pyrimidin-4-one CC=1N(C(C2=C(N1)C(=NC(=C2)N2C[C@H](OCC2)C=2C=NN(C2)C)C2CCC1(CC1)CC2)=O)C